C1(=CC=CC=C1)C=1C=CC=2N(C3=CC=CC=C3C2C1)C1=CC=CC=C1 3-phenyl-9-phenyl-carbazol